FC(C(=O)[O-])=C(C(=O)[O-])CC(=O)[O-] fluoroaconitate